N-(5-((4-chlorobenzyl)oxy)-1,3,4-thiadiazol-2-yl)-4-(cyclohexen-1-yl)-6-methylpyridine-3-carboxamide ClC1=CC=C(COC2=NN=C(S2)NC(=O)C=2C=NC(=CC2C2=CCCCC2)C)C=C1